BrC=1C=C2C(=C(NC2=CC1)C1=CC=C(C=C1)F)CC(=O)N1CCN(CC1)C(\C=C\C1=C(C=CC=C1)Br)=O (E)-1-(4-(2-(5-bromo-2-(4-fluorophenyl)-1H-indol-3-yl)acetyl)piperazin-1-yl)-3-(2-bromophenyl)prop-2-en-1-one